FC[C@]1(C[C@]2(CN(C(O2)=O)C2=NC=C(N=C2)C(C)(C)O)CCC1)CN1C=NC2=C1C=C(C=C2)C#N 1-(((5S,7R)-7-(fluoromethyl)-3-(5-(2-hydroxy-prop-2-yl)pyrazin-2-yl)-2-oxo-1-oxa-3-azaspiro[4.5]decan-7-yl)methyl)-1H-benzo[d]imidazole-6-carbonitrile